(R)-3-((1H-pyrazol-4-yl)methylene)-5-(1-aminoethyl)-7-fluoro-2,3-dihydropyrrolo[2,1-b]quinazolin-9(1H)-one N1N=CC(=C1)C=C1CCN2C1=NC=1C(=CC(=CC1C2=O)F)[C@@H](C)N